(2S,4R)-N-((R)-1-(4-carbamimidoylthiophen-2-yl)ethyl)-4-cyclohexyl-1-((4-(4-fluorophenoxy)benzoyl)glycyl)pyrrolidine-2-carboxamide C(N)(=N)C=1C=C(SC1)[C@@H](C)NC(=O)[C@H]1N(C[C@H](C1)C1CCCCC1)C(CNC(C1=CC=C(C=C1)OC1=CC=C(C=C1)F)=O)=O